N-(1-(4-(2-(2-aminopyridin-3-yl)-5-morpholino-3H-imidazo[4,5-b]pyridin-3-yl)benzyl)piperidin-4-yl)-4-formyl-3-hydroxybenzamide NC1=NC=CC=C1C1=NC=2C(=NC(=CC2)N2CCOCC2)N1C1=CC=C(CN2CCC(CC2)NC(C2=CC(=C(C=C2)C=O)O)=O)C=C1